COC(C1=C(C=CC=C1)NC(C)C=1C=C(C=C2C(C(=C(OC12)S(=O)CC)C)=O)C)=O [1-(2-ethylsulfinyl-3,6-dimethyl-4-oxo-chromen-8-yl)ethylamino]Benzoic acid methyl ester